trans-ethyl 3-(8-chloroimidazo[1,5-a]pyrazin-3-yl)-1,3-dimethylcyclopentanecarboxylate ClC=1C=2N(C=CN1)C(=NC2)[C@@]2(C[C@](CC2)(C(=O)OCC)C)C